C(C1=CC=C(C(=O)O)C=C1)(=O)N terephthalic acid, amide